ClC=1C=C(C=CC1Cl)C1=C(C=CC(=N1)C(=O)O)OCC(F)(F)F 6-(3,4-Dichlorophenyl)-5-(2,2,2-trifluoroethoxy)pyridine-2-carboxylic acid